CC(C)C[C@@H](C(=O)NCC(=O)NCC(=O)O)N The molecule is a tripeptide composed of one L-leucine and two glycine residues joined in sequence. It has a role as a metabolite.